C1(CC1)C1=CC(=CC(=N1)C(=O)O)CN1C[C@@H](C(CC1)(F)F)C (S)-6-cyclopropyl-4-((4,4-difluoro-3-methylpiperidin-1-yl)methyl)picolinic acid